NC1=NC=CC2=C(C=CC=C12)C1=CC2=C(N(N=C2C=C1)C1COCC1)COC1=C(C=CC=C1)CC(=O)O 2-(2-((5-(1-aminoisoquinolin-5-yl)-2-(tetrahydrofuran-3-yl)-2H-indazol-3-yl)methoxy)phenyl)acetic acid